COC1=CC=C(C=C1)C1=CN=C2N1C=CN=C2NC2=CC(=C(C=C2)CO)C [4-[[3-(4-methoxyphenyl)imidazo[1,2-a]pyrazin-8-yl]amino]-2-methyl-phenyl]methanol